ClC=1C=CC2=C(N(C3=C(CC2)C=CC=C3)CCCNS(=O)(=O)C3=CC=C(C=C3)NC(CCCCCCNC(OC(C)(C)C)=O)=O)C1 tert-butyl (7-((4-(N-(3-(3-chloro-10,11-dihydro-5H-dibenzo[b,f]azepin-5-yl)propyl)sulfamoyl)phenyl)amino)-7-oxoheptyl)carbamate